N-benzo[d]thiazol-2-yl-N''-(3,4-dimethoxyaniline-carbonyl)-guanidine S1C(=NC2=C1C=CC=C2)NC(=NC(=O)NC2=CC(=C(C=C2)OC)OC)N